C(C)(C)(C)OC(=O)N1[C@H](CN[C@@H](C1)CC)C (2S,5R)-5-ethyl-2-methylpiperazine-1-carboxylic acid tert-butyl ester